ClC1=C(C=C(N)C=C1)S(=O)(=O)C(F)(F)F 4-chloro-3-((trifluoromethyl)sulfonyl)aniline